2-methylpropan-2-yl (3R)-3-aminohexahydropyridine-1-carboxylate N[C@H]1CN(CCC1)C(=O)OC(C)(C)C